tert-butyl-((cis-3-((3,4-dichlorobenzyl)oxy)cyclobutyl)oxy)dimethylsilane C(C)(C)(C)[Si](C)(C)O[C@@H]1C[C@@H](C1)OCC1=CC(=C(C=C1)Cl)Cl